FC(OC=1C=CC(=C(C1)N1C(N([C@H](C1)C#N)C1=CN=CC2=CC=CC=C12)=O)F)F |r| racemic-1-(5-(difluoromethoxy)-2-fluorophenyl)-3-(isoquinolin-4-yl)-2-oxoimidazoline-4-carbonitrile